tert-butyl N-[(2E)-4-bromobut-2-en-1-yl]carbamate BrC/C=C/CNC(OC(C)(C)C)=O